C(CC(C)C)OCCOCCO diethylene glycol isopentyl ether